(E)-N-hydroxy-3-(4-(((5-oxo-5,6,7,8-tetrahydronaphthalen-2-yl)oxy)-methyl)phenyl)acrylamide ONC(\C=C\C1=CC=C(C=C1)COC1=CC=2CCCC(C2C=C1)=O)=O